tert-butyl 4-(((4-formyl-6-methoxypyridin-3-yl)oxy)methyl)-5-(1-isopropyl-1H-pyrazol-5-yl)-3,6-dihydropyridine-1(2H)-carboxylate C(=O)C1=C(C=NC(=C1)OC)OCC=1CCN(CC1C1=CC=NN1C(C)C)C(=O)OC(C)(C)C